(9H-fluoren-9-yl)methyl ((1-benzyl-1H-indol-4-yl)methyl)(2,2-dimethyl-4-oxo-3,8,11,14-tetraoxa-5-azahexadecan-16-yl)carbamate C(C1=CC=CC=C1)N1C=CC2=C(C=CC=C12)CN(C(OCC1C2=CC=CC=C2C=2C=CC=CC12)=O)CCOCCOCCOCCNC(OC(C)(C)C)=O